tert-butyl 2-(((5-amino-1,3,4-thiadiazol-2-yl)oxy)methyl)-7,8-dihydro-5H-1,6-naphthyridine-6-carboxylate NC1=NN=C(S1)OCC1=NC=2CCN(CC2C=C1)C(=O)OC(C)(C)C